NC1=C(C=C(C=N1)C=1C=C2C(=NC=NC2=CC1)NC(C)C1=CC=CC=C1)C(F)(F)F 6-(6-amino-5-(trifluoromethyl)pyridin-3-yl)-N-(1-phenylethyl)quinazolin-4-amine